(4S,5R)-5-[3,5-bis(trifluoromethyl)phenyl]-4-ethyl-3-(3-isoquinolin-4-ylpropanoyl)-1,3-oxazolidin-2-one FC(C=1C=C(C=C(C1)C(F)(F)F)[C@@H]1[C@@H](N(C(O1)=O)C(CCC1=CN=CC2=CC=CC=C12)=O)CC)(F)F